1-benzyl-3-((benzyloxy)methyl)-2,3-dihydro-1H-pyrido[2,3-b][1,4]oxazine C(C1=CC=CC=C1)N1C2=C(OC(C1)COCC1=CC=CC=C1)N=CC=C2